8-methyl-4-(p-toluenesulfonyl)-2-(trifluoromethyl)-2,3-dihydro-1,4-benzoxazine CC1=CC=CC=2N(CC(OC21)C(F)(F)F)S(=O)(=O)C2=CC=C(C)C=C2